(3-(4-(4-chloro-2,3-difluorophenyl)-1H-imidazol-1-yl)bicyclo[1.1.1]pent-1-yl)-2-(3-cis-(trifluoromethoxy)cyclobutoxy)acetamide ClC1=C(C(=C(C=C1)C=1N=CN(C1)C12CC(C1)(C2)C(C(=O)N)OC2(CCC2)OC(F)(F)F)F)F